C(C)(C)C=1C2=C(NC1C=1C=C(C=3N(C1)N=CN3)C)SC(=C2)C(=O)O 4-isopropyl-5-(8-methyl-[1,2,4]triazolo[1,5-a]pyridin-6-yl)-6H-thieno[2,3-b]pyrrole-2-carboxylic acid